C(C)(C)(C)OC(=O)N1CC(CC1)C1=CC(=NC=C1)NC1=NC=C(C(=C1)NC1=C(C=CC=C1)P(=O)(C)C)Cl 3-(2-((5-chloro-4-((2-(dimethylphosphoryl)phenyl)amino)pyridin-2-yl)amino)pyridin-4-yl)pyrrolidine-1-carboxylic acid tert-butyl ester